5-(8-methoxy-[1,2,4]triazolo[1,5-a]pyridin-6-yl)-N-(1-neopentylpiperidin-4-yl)-4-(2,2,2-trifluoroethyl)-1H-pyrazole-3-carboxamide COC=1C=2N(C=C(C1)C1=C(C(=NN1)C(=O)NC1CCN(CC1)CC(C)(C)C)CC(F)(F)F)N=CN2